ClC=1C=C(C=CC1F)NC(=O)C1=C(N=CN1C)C1CC2CC(CC2C1)(O)C=1C(=NN(C1)C)F N-(3-Chloro-4-fluorophenyl)-4-(5-(3-fluoro-1-methyl-1H-pyrazol-4-yl)-5-hydroxyoctahydropentalen-2-yl)-1-methyl-1H-imidazole-5-carboxamide